2-(difluoromethyl)-8,9-dimethyl-7-(3-(4-(trifluoromethyl)pyridin-3-yl)-7,8-dihydro-1,6-naphthyridin-6(5H)-yl)-4H-pyrimido[1,2-b]pyridazin-4-one FC(C=1N=C2N(N=C(C(=C2C)C)N2CC=3C=C(C=NC3CC2)C=2C=NC=CC2C(F)(F)F)C(C1)=O)F